NN=CC=1C(=C(C=CC1OC)CC(=O)N)OC (Aminoiminomethyl)-2,4-dimethoxybenzeneacetamide